C(#N)C(C)C=1C=C(C(=O)NC2=CC(=C(C=C2)C)N2N=CC(=C2)C=2C=NC=CC2OCC2CCCC2)C=CC1 3-(1-cyanoethyl)-N-(3-(4-(4-(cyclopentylmethoxy)pyridin-3-yl)-1H-pyrazol-1-yl)-4-methylphenyl)benzamide